S1C(=NC2=C1C=CC=C2)C=2C(OC=1C([C-]2)=CC=2C(CCN3CCC(C1C23)(C)C)(C)C)=O 10-(2-benzothiazolyl)-1,1,7,7-tetramethyl-11-oxo-1,2,3,5,6,7-hexahydro-11H-[1]benzopyrano[6,7,8-ij]quinolizin-9-ide